methyl ((6aR,8R)-5-(4-(trifluoromethyl)phenyl)-5,6,6a,7,8,9-hexahydropyrido[3,2-e]pyrrolo[1,2-a]pyrazin-8-yl)carbamate FC(C1=CC=C(C=C1)N1C[C@@H]2N(C3=C1C=CC=N3)C[C@@H](C2)NC(OC)=O)(F)F